C(CC)OC(C1=CC=C(C=C1)O)=O Propyl-4-hydroxybenzoat